(7R)-3-{[2-(difluoromethoxy)-3-fluorophenyl]amino}-2-(3-fluoropyridin-4-yl)-7-(2-methoxyethyl)-1H,5H,6H,7H-pyrrolo[3,2-c]pyridin-4-one FC(OC1=C(C=CC=C1F)NC1=C(NC2=C1C(NC[C@H]2CCOC)=O)C2=C(C=NC=C2)F)F